C(C)C1C2C3C4C=CC(C3C(C1)C2)C4 8-ethyl-tetracyclo[4.4.0.12,5.17,10]Dodec-3-ene